(1-{8-chloro-5-[4-(methylsulfonyl)phenyl]imidazo[1,5-a]pyridin-6-yl}ethyl)pyrazolo[1,5-a]pyrimidine-3-carboxamide trifluoroacetate salt FC(C(=O)O)(F)F.ClC=1C=2N(C(=C(C1)C(C)C1=NN3C(N=CC=C3)=C1C(=O)N)C1=CC=C(C=C1)S(=O)(=O)C)C=NC2